3-(3-methylbenzyloxy)-N-(pyridin-3-yl)thiophene-2-carboxamide 4,6,7,8-tetrahydropyrazolo[1,5-a][1,4]diazepine-2-carboxylate N1=C(C=C2N1CCCNC2)C(=O)O.CC=2C=C(COC1=C(SC=C1)C(=O)NC=1C=NC=CC1)C=CC2